3-(1H-Benzo[d]imidazol-2-yl)-3-(4-chloro-2-hydroxyphenyl)-1-methylindolin-2-one N1C(=NC2=C1C=CC=C2)C2(C(N(C1=CC=CC=C21)C)=O)C2=C(C=C(C=C2)Cl)O